N1=NC=CC2=C1NC=N2 7H-Imidazolo[4,5-c]pyridazine